5-(6-methoxypyridin-3-yl)-2-({6-methylimidazo[1,2-a]pyridin-2-yl}methyl)-1,2-dihydro-2,7-naphthyridin-1-one COC1=CC=C(C=N1)C1=C2C=CN(C(C2=CN=C1)=O)CC=1N=C2N(C=C(C=C2)C)C1